C(N)(=O)C=1N(N=C2C1NCCC2C2(CCN(CC2)C(=O)OC(C)(C)C)O)C2=CC=C(C=C2)OC2=CC=CC=C2 tert-butyl 4-[3-carbamoyl-2-(4-phenoxyphenyl)-4,5,6,7-tetrahydro-2H-pyrazolo[4,3-b]pyridin-7-yl]-4-hydroxypiperidine-1-carboxylate